[C@]12(CCCC3=CC=CC=C13)CC=1N=C(N=C(C1CN2)O)O (7S)-spiro[6,8-dihydro-5H-pyrido[4,3-d]pyrimidine-7,1'-tetralin]-2,4-diol